OC=1C=C(C=CC1O)C=1CCN(CC1)C(=O)OC1=CC=2OC=3C=C4C(=C(C3C(C2C(=C1OC)CC=C(C)C)=C=O)O)C=CC(O4)(C)C 5-hydroxy-8-methoxy-2,2-dimethyl-7-(3-methylbut-2-en-1-yl)-6-carbonyl-2H,6H-pyrano[3,2-b]xanthen-9-yl 4-(3,4-dihydroxyphenyl)-3,6-dihydropyridine-1(2H)-carboxylate